di-tert-butyl-(2',4',6'-triisopropyl-3-methoxy-1,1'-biphenyl) C(C)(C)(C)C=1C(=C(C(=C(C1C(C)C)C1=CC(=CC=C1)OC)C(C)C)C(C)(C)C)C(C)C